(3aR,6aS)-5-benzyl-6a-fluoro-octahydropyrrolo[3,4-c]pyrrol-1-one C(C1=CC=CC=C1)N1C[C@]2([C@@H](C1)CNC2=O)F